4-(chloromethyl)-1-methyl-2-nitrobenzene ClCC1=CC(=C(C=C1)C)[N+](=O)[O-]